I(=O)(=O)O.C(=C)N1CN(C=C1)CCCCCC 1-vinyl-3-hexylimidazole iodate